6-(2,3-dichloropyridin-4-yl)-1-methyl-1H-pyrrolo[2,3-b]pyridine-3-carbaldehyde ClC1=NC=CC(=C1Cl)C1=CC=C2C(=N1)N(C=C2C=O)C